FC(C1=CC=C2C(=N1)SC=C2S(=O)(=O)NC2=NC=C(C(=N2)OC)OCCF)F 6-(difluoromethyl)-N-[5-(2-fluoroethoxy)-4-methoxy-pyrimidin-2-yl]thieno[2,3-b]pyridine-3-sulfonamide